NC1=C(C=C(C(=C1)Cl)Cl)NC(C)=O N-(2-amino-4,5-dichlorophenyl)acetamide